N-(4-((3S,5R)-3-amino-5-methylpiperidin-1-yl)pyridin-3-yl)-2,2',6,6'-tetrafluoro-4'-((R)-3-methylmorpholino)-[1,1'-biphenyl]-3-carboxamide dihydrochloride Cl.Cl.N[C@@H]1CN(C[C@@H](C1)C)C1=C(C=NC=C1)NC(=O)C=1C(=C(C(=CC1)F)C1=C(C=C(C=C1F)N1[C@@H](COCC1)C)F)F